CC1=NC(=CC=C1C(=O)NC1CCC(CC1)NC1=CC=CC=2N1C=C(N2)C(F)(F)F)C 2,6-dimethyl-N-[(1s,4s)-4-{[2-(trifluoromethyl)imidazo[1,2-a]pyridin-5-yl]amino}cyclohexyl]pyridine-3-carboxamide